C1(CCC1)C1=NC=CC(=C1)N Cyclobutylpyridin-4-amine